CC1CN(CC(C1)C)CC=1N=C(SC1)CSC1=C2CN(C(C2=CC=C1)=O)C1C(NC(CC1)=O)=O 3-(4-(((4-((3,5-dimethylpiperidin-1-yl)methyl)thiazol-2-yl)methyl)thio)-1-oxoisoindolin-2-yl)piperidine-2,6-dione